5-(2-fluorophenoxy)-7-(hydroxymethyl)-3-methylquinoxalin-2(1H)-one FC1=C(OC2=C3N=C(C(NC3=CC(=C2)CO)=O)C)C=CC=C1